dihydropyrazolyl-thiazoline N1(NCC=C1)C=1SCCN1